COC(CCC(C(=O)O)C)C 3-methoxybutyl-propionic acid